1-((2R,3S,4R,5R)-3-fluoro-4-hydroxy-5-(hydroxymethyl)tetrahydrofuran-2-yl)pyrimidine-2,4(1H,3H)-dione F[C@@H]1[C@@H](O[C@@H]([C@H]1O)CO)N1C(NC(C=C1)=O)=O